COC([C@@H](NC([C@](NC(CCCC1=CC=CC=C1)=O)(CC(C)C)N)=O)CC1=CC=CC=C1)=O (αR)-α-aminophenylbutyryl-L-leucyl-L-phenylalanine methyl ester